tri(4-t-butoxyphenyl)phosphine C(C)(C)(C)OC1=CC=C(C=C1)P(C1=CC=C(C=C1)OC(C)(C)C)C1=CC=C(C=C1)OC(C)(C)C